tert-butyl 4-[2-[2-[2-[2-[2-[2-[2-[2-[2-(3-amino-5-chloro-phenoxy)ethoxy]ethoxy]ethoxy]ethoxy]ethoxy]ethoxy]ethoxy] ethoxy]ethoxy]benzoate NC=1C=C(OCCOCCOCCOCCOCCOCCOCCOCCOCCOC2=CC=C(C(=O)OC(C)(C)C)C=C2)C=C(C1)Cl